(2S,4S)-2-carbamoyl-4-fluoropyrrolidine-1-carboxylic acid tert-butyl ester C(C)(C)(C)OC(=O)N1[C@@H](C[C@@H](C1)F)C(N)=O